C1CCC2=C(C=3CCCC3C=C12)NC(=O)C1=NN2C(OCC3(C2)CC3)=C1S(=O)(N)=N ((1,2,3,5,6,7-hexahydro-s-indacen-4-yl)carbamoyl)-5',7'-dihydrospiro[cyclopropane-1,6'-pyrazolo[5,1-b][1,3]oxazine]-3'-sulfonimidamide